2-(4-(((4-(2,4-dioxotetrahydropyrimidin-1(2H)-yl)benzyl)(methyl)amino)methyl)phenyl)-5-fluorobenzofuran-7-carboxamide O=C1N(CCC(N1)=O)C1=CC=C(CN(C)CC2=CC=C(C=C2)C=2OC3=C(C2)C=C(C=C3C(=O)N)F)C=C1